C(C)OC(=O)C=1C=NC(=NC1)N1CCC(CC1)OC(C(=O)O)CCCCCC ((1-(5-(ethoxycarbonyl)pyrimidin-2-yl)piperidin-4-yl)oxy)octanoic acid